C(C)(=O)C1=CC=C(C=C1)S(=O)(=O)N(C1=CC=C2CCCN(C2=C1)S(=O)(=O)C)S(=O)(=O)C1=CC=C(C=C1)C(C)=O 4-acetyl-N-((4-acetylphenyl)sulfonyl)-N-(1-(methylsulfonyl)-1,2,3,4-tetrahydroquinolin-7-yl)benzenesulfonamide